5-(5-Cyano-2-(trifluoromethoxy)phenyl)-N-((3R,5R)-1-cyano-5-(methoxymethyl)pyrrolidin-3-yl)oxazole-2-carboxamide C(#N)C=1C=CC(=C(C1)C1=CN=C(O1)C(=O)N[C@H]1CN([C@H](C1)COC)C#N)OC(F)(F)F